(1R,4R)-2-((R)-tert-butylsulfinyl)-1-ethyl-2,6-diazaspiro[3.6]decane C(C)(C)(C)[S@@](=O)N1[C@@H]([C@@]2(C1)CNCCCC2)CC